O[C@@H](CN1CCC2=C(CC1)CN(C2=O)C=2COC(C2C)=O)C=2C(=C1COC(C1=CC2)=O)C (R)-6-(2-Hydroxy-2-(4-methyl-1-oxo-1,3-dihydroisobenzofuran-5-yl)ethyl)-2-(4-methyl-5-oxo-2,5-dihydrofuran-3-yl)-2,3,5,6,7,8-hexahydropyrrolo[3,4-d]azepin-1(4H)-one